ClC1=C(C=CC(=C1O)F)C1=NN=C(S1)CN1C2(CC2)C(N(C1=O)[C@H](C(F)(F)F)C1=CC=CC=C1)=O (S)-4-((5-(2-chloro-4-fluoro-3-hydroxyphenyl)-1,3,4-thiadiazol-2-yl)methyl)-6-(2,2,2-trifluoro-1-phenylethyl)-4,6-diazaspiro[2.4]heptane-5,7-dione